2,3,4-trimethoxyiodobenzene COC1=C(C=CC(=C1OC)OC)I